NC1=NC(=NN1)CC1=NNC(=N1)N Bis(5-amino-1,2,4-triazol-3-yl)methane